5-[4,4-difluoro-5-[4-[3-[[5-(5-methylpyrido[4,3-b]indol-7-yl)-2-pyridinyl]oxy]cyclobutoxy]-1-piperidinyl]pentoxy]-2-(2,6-dioxo-3-piperidinyl)isoindoline-1,3-dione FC(CCCOC=1C=C2C(N(C(C2=CC1)=O)C1C(NC(CC1)=O)=O)=O)(CN1CCC(CC1)OC1CC(C1)OC1=NC=C(C=C1)C=1C=CC=2C3=C(N(C2C1)C)C=CN=C3)F